1-((2R,4S,5R)-4-hydroxy-5-(hydroxymethyl)tetrahydrofuran-2-yl)-5-methylpyrimidine-2,4(1H,3H)-dione O[C@H]1C[C@@H](O[C@@H]1CO)N1C(NC(C(=C1)C)=O)=O